1-(1-bromoethyl)-3-methylbenzene BrC(C)C1=CC(=CC=C1)C